7-fluoro-5-(pyridin-4-ylamino)-2-(3-(pyridin-4-ylamino)phenyl)isoindolin-1-one FC=1C=C(C=C2CN(C(C12)=O)C1=CC(=CC=C1)NC1=CC=NC=C1)NC1=CC=NC=C1